tert-Butyl (3-bromo-7-iodo-1-isopropyl-1H-pyrazolo[4,3-c]pyridin-4-yl)(tert-butoxycarbonyl)carbamate Di-tert-butyldicarbonate C(C)(C)(C)OC(=O)OC(=O)OC(C)(C)C.BrC1=NN(C2=C1C(=NC=C2I)N(C(OC(C)(C)C)=O)C(=O)OC(C)(C)C)C(C)C